tert-butyl (2R)-2-[5-(1,3-dioxoisoindolin-2-yl) pentyl]morpholine-4-carboxylate O=C1N(C(C2=CC=CC=C12)=O)CCCCC[C@@H]1CN(CCO1)C(=O)OC(C)(C)C